vanadium (ii) sulfate S(=O)(=O)([O-])[O-].[V+2]